COC1=CC=C(C=C1)N1[C@@H]2CC=3C(=NC=CC3)[C@H]1CC2 (6S,9R)-10-(4-methoxyphenyl)-6,7,8,9-tetrahydro-5H-6,9-epiminocyclohepta[b]pyridine